C(C)(C)(C)OC(C1=NC(=CC=C1C=1C=NN(C1C)CC1=C(C=CC=C1)OCCN1CCOCC1)N1CC2=C(C=CC=C2CC1)C(NC=1SC2=C(N1)C=CC=C2)=O)=O 6-(8-(benzo[d]thiazol-2-ylcarbamoyl)-3,4-dihydroisoquinolin-2(1H)-yl)-3-(5-methyl-1-(2-(2-morpholinoethoxy)benzyl)-1H-pyrazol-4-yl)picolinic acid tert-butyl ester